(E)-N'-(3,5-dimethoxybenzylidene)-6-(2-methoxyphenyl)pyrazine-2-carbohydrazide COC=1C=C(\C=N\NC(=O)C2=NC(=CN=C2)C2=C(C=CC=C2)OC)C=C(C1)OC